Methyl (S)-4-(3-hydroxypyrrolidine-1-carbonyl)-6-(trifluoromethyl)picolinate O[C@@H]1CN(CC1)C(=O)C1=CC(=NC(=C1)C(F)(F)F)C(=O)OC